FC=1C=C2C=3C(=NNC(C3C1)=O)[C@@H](CN2)C2=NC=NN2C (8S,9R)-5-fluoro-9-(1-methyl-1H-1,2,4-triazol-5-yl)-3-oxo-2,7,8,9-tetrahydro-3H-pyrido[4,3,2-de]phthalazine